5-(4-(hexyloxy)-1,2,5-thiadiazol-3-yl)-1-methyl-1-(1-(tridecanoyloxy)propyl)-1,2,3,6-tetrahydropyridin-1-ium iodide 1-Chloropropyl-tridecanoate ClC(CC)OC(CCCCCCCCCCCC)=O.[I-].C(CCCCC)OC=1C(=NSN1)C1=CCC[N+](C1)(C(CC)OC(CCCCCCCCCCCC)=O)C